FC(C(=O)O)(F)F.C(C1=CC=CC=C1)OC(C)=O acetic acid benzyl ester trifluoroacetate salt